7-chloro-1-(1-methylcyclopropoxy)-2,6-naphthyridine-3-carbonitrile ClC1=NC=C2C=C(N=C(C2=C1)OC1(CC1)C)C#N